tert-butyl 4-{5-[1-(2,6-dioxopiperidin-3-yl)-3-methyl-2-oxo-1,3-benzodiazol-5-yl] pyridin-2-yl}-3-oxopiperazine-1-carboxylate O=C1NC(CCC1N1C(N(C2=C1C=CC(=C2)C=2C=CC(=NC2)N2C(CN(CC2)C(=O)OC(C)(C)C)=O)C)=O)=O